3-fluoro-N-(4-fluoro-3-{5-[(2-methoxyethyl)amino]-2H-pyrazolo[3,4-b]pyridin-2-yl}phenyl)azetidine-1-carboxamide FC1CN(C1)C(=O)NC1=CC(=C(C=C1)F)N1N=C2N=CC(=CC2=C1)NCCOC